6-morpholinyl-1H-pyrrole N1CCOC(C1)N1C=CC=C1